N1N=NC=CC=CC(=CC=C1)C#N triazacycloundecine-8-carbonitrile